2-((2-Fluorobenzyl)thio)-6-oxo-4-(3,4,5-trimethoxyphenyl)-1,6-dihydropyrimidine-5-carbonitrile FC1=C(CSC=2NC(C(=C(N2)C2=CC(=C(C(=C2)OC)OC)OC)C#N)=O)C=CC=C1